12-bromo-4,6,8,10-tetramethyltridecyl propyloxymethyl ether C(CC)OCOCCCC(CC(CC(CC(CC(C)Br)C)C)C)C